C(C)CC(=O)OC(C)C 2-Propanol Ethylacetat